FC(C(=O)O)(F)F.COC1=C(C=C(C(=C1)OC1=CC2=C(N(N=N2)C)C=C1)C)NC=1C2=C(N=CN1)C=CC(=N2)C2=CC1CCCC(C2)N1C(C=C)=O 1-(3-(4-((2-methoxy-5-methyl-4-((1-methyl-1H-benzo[d][1,2,3]triazol-5-yl)oxy)phenyl)amino)pyrido[3,2-d]pyrimidin-6-yl)-9-azabicyclo[3.3.1]non-2-en-9-yl)prop-2-en-1-one trifluoroacetate